O=C1C2(N3C(NN1)=CC1=C3N=C(N=C1)NC1=CC=C(C=C1)NC(=O)N)CCCCC2 1-(4-((3'-oxo-2',3'-dihydro-1'H-spiro[cyclohexane-1,4'-pyrimido[5',4':4,5]pyrrolo[2,1-c][1,2,4]triazin]-7'-yl)amino)phenyl)urea